(±)-N-{1-[1-(2-Hydroxy-ethyl)-1,2,3,4-tetrahydro-quinolin-7-yl]-ethyl}-3-phenyl-acrylamide OCCN1CCCC2=CC=C(C=C12)[C@@H](C)NC(C=CC1=CC=CC=C1)=O |r|